NC=1C=C(C=C(C1)C(F)(F)F)[C@@H](C)NC1=NC(=NC2=CC(=C(C=C12)OC1CC1)OC)C (R)-N-(1-(3-amino-5-(trifluoromethyl)phenyl)ethyl)-6-(2-cyclopropyloxy)-7-methoxy-2-methyl-quinazolin-4-amine